ClC=1C=CC(=C(C=O)C1)OC[C@@H]1OC1 (R)-5-chloro-2-(Oxiran-2-ylmethoxy)benzaldehyde